CC1NCCS(C1)(=O)=O 3-methyl-1lambda6-thiomorpholine-1,1-dione